NC1=CC=C(N=N1)[C@@H]1C[C@H](N(CC1)C(C1=C(C=C(C(=C1)F)OC1=CC=C(C=C1)F)F)=O)CO [(2S,4S)-4-(6-Aminopyridazin-3-yl)-1-[2,5-difluoro-4-(4-fluorophenoxy)benzoyl]piperidin-2-yl]methanol